BrCC(=O)NN bromoacetyl-hydrazine